S1C(NN=C1SSC1=NNC(S1)=S)=S 5,5'-dithiodi-1,3,4-thiadiazole-2(3H)-thione